tert-butyl (1-(1-(6-chloropyrimidin-4-yl)-1H-1,2,4-triazol-5-yl)ethyl)carbamate ClC1=CC(=NC=N1)N1N=CN=C1C(C)NC(OC(C)(C)C)=O